(4S,5S)-1-{[6-(2-fluoro-4-methylphenoxy)pyridin-3-yl]methyl}-4-hydroxy-5-methylpyrrolidin-2-one FC1=C(OC2=CC=C(C=N2)CN2C(C[C@@H]([C@@H]2C)O)=O)C=CC(=C1)C